COC(=O)C1=CN(C2=NC=CC=C21)C 1-methyl-1H-pyrrolo[2,3-b]pyridine-3-carboxylic acid methyl ester